8-Fluoro-7-iodo-4-methyl-3-oxo-3,4-dihydro-2H-benzo[b][1,4]oxazine-6-carbonitrile FC1=C(C(=CC2=C1OCC(N2C)=O)C#N)I